N1(CCN(CCCNCCC1)CC=1C(=C(C=C(C1)C)CNCC(C(C(C(CO)O)O)O)O)O)CC=1C(=C(C=C(C1)C)CNCC(C(C(C(CO)O)O)O)O)O 6,6'-{1,4,8-triazacycloundecane-1,4-diylbis[methylene(2-hydroxy-5-methyl-3,1-phenylene)methyleneazanediyl]}di(hexane-1,2,3,4,5-pentol)